2-({2-chloro-5-cyano-3-[8-(2-methoxyethyl)-3,8-diazabicyclo[3.2.1]octan-3-yl]phenyl}amino)-4-(cyclopropylamino)pyrazolo[1,5-a][1,3,5]triazine-8-carbonitrile ClC1=C(C=C(C=C1N1CC2CCC(C1)N2CCOC)C#N)NC2=NC=1N(C(=N2)NC2CC2)N=CC1C#N